C(C1=CC=CC=C1)N1N=NC(=C1)CC(=O)OC methyl 2-(1-benzyl-1H-1,2,3-triazol-4-yl)acetate